methyl 2-chloro-3-(4-fluoro-1H-pyrazol-3-yl)benzoate ClC1=C(C(=O)OC)C=CC=C1C1=NNC=C1F